1,1-Diethylpyrrolidinium methansulfonat CS(=O)(=O)[O-].C(C)[N+]1(CCCC1)CC